C(N)(=O)C1=CC2=C(N(/C(/S2)=N/C(=O)C2=CC(=NN2CC)C)C/C=C/CNC(OC(C)(C)C)=O)C(=C1)OC tert-Butyl ((E)-4-((Z)-6-carbamoyl-2-((1-ethyl-3-methyl-1H-pyrazole-5-carbonyl)imino)-4-methoxybenzo[d]thiazol-3(2H)-yl)but-2-en-1-yl)carbamate